6-CHLORO-4-(METHYLAMINO)NICOTINALDEHYDE ClC1=NC=C(C=O)C(=C1)NC